2-(3-(10-chloroanthracene-9-yl)phenyl)-4,6-diphenyl-1,3,5-triazine ClC1=C2C=CC=CC2=C(C2=CC=CC=C12)C=1C=C(C=CC1)C1=NC(=NC(=N1)C1=CC=CC=C1)C1=CC=CC=C1